(S)-N-[5-[5-[(3-cyano-1-methyl-pyrrolidin-3-yl)methoxy]-2-methyl-4-pyridyl]pyrazolo[1,5-a]pyridin-2-yl]cyclopropanecarboxamide C(#N)[C@]1(CN(CC1)C)COC=1C(=CC(=NC1)C)C1=CC=2N(C=C1)N=C(C2)NC(=O)C2CC2